tert-butyl (2S)-2-({1-cyano-2-[6-(3-methyl-2-oxo-1,3-benzoxazol-5-yl)-1-benzofuran-2-yl]ethyl}carbamoyl)-1,4-oxazepane-4-carboxylate C(#N)C(CC=1OC2=C(C1)C=CC(=C2)C=2C=CC1=C(N(C(O1)=O)C)C2)NC(=O)[C@H]2OCCCN(C2)C(=O)OC(C)(C)C